9,9-diphenyl-N-(4-(9-phenyl-9H-carbazol-3-yl)phenyl)-9H-fluoren-2-amine C1(=CC=CC=C1)C1(C2=CC=CC=C2C=2C=CC(=CC12)NC1=CC=C(C=C1)C=1C=CC=2N(C3=CC=CC=C3C2C1)C1=CC=CC=C1)C1=CC=CC=C1